C(C)(=O)C1(OC2=CC=C(C=C2C(C1C=C)=O)C)N1CCC(CC1)(C)C 2-acetyl-2-(4,4-dimethyl-1-piperidinyl)-6-methyl-3-vinyl-chromen-4-one